1,3-dioxo-2,3-dihydro-1H-inden O=C1CC(C2=CC=CC=C12)=O